COC1=C2C(=NC(=NC2=CC(=C1)N1CCOCC1)C)N[C@H](C)C1=CC(=CC(=C1)C(F)(F)F)[N+](=O)[O-] (R)-methoxy-2-methyl-7-morpholinyl-N-(1-(3-nitro-5-(trifluoromethyl)phenyl)ethyl)quinazolin-4-amine